CC1=C(C(=C(C1(C)[Ir]C1(C(=C(C(=C1C)C)C)C)C)C)C)C bis(pentamethylcyclopentadienyl)iridium